C1(CC1)C1=[N+](C=C(C(=C1)C(=O)OC)F)[O-] 2-cyclopropyl-5-fluoro-4-(methoxycarbonyl)pyridine 1-oxide